Cl.COC([C@@H](CC=1C=NC=CC1)N)=O (2R)-2-amino-3-(pyridin-3-yl)propionic acid methyl ester hydrochloride